NC=1C=C(C=CC1)N1N=C(C(=C1)C=1C=C2CCNC(C2=CC1)=O)[N+](=O)[O-] 6-(1-(3-Aminophenyl)-3-nitro-1H-pyrazol-4-yl)-3,4-dihydroisoquinolin-1(2H)-one